C(=O)(OC(C)(C)C)N[C@@H](CCCC(=O)O)C(=O)O boc-L-homoglutamic acid